NC(C(=O)O)(CC1CC1)C1=CC=CC=C1 amino[phenyl]-3-cyclopropylpropanoic acid